Br.COC1=CC=C(C=C1)CC(C)(C)N 1-(4-methoxyphenyl)-2-methyl-2-propylamine hydrobromide